[(1R)-1-(2-chlorophenyl)ethyl] N-[5-chloro-2-(4-hydroxyphenyl)thiophen-3-yl]carbamate ClC1=CC(=C(S1)C1=CC=C(C=C1)O)NC(O[C@H](C)C1=C(C=CC=C1)Cl)=O